3-(((4-(4-chlorophenyl)-4,5-dihydro-1H-imidazol-2-yl)thio)methyl)-5,10-dihydrobenzo[e]thiazolo[3,2-a][1,3]diazepine dihydrochloride Cl.Cl.ClC1=CC=C(C=C1)C1N=C(NC1)SCC1=CSC=2N1CC1=C(CN2)C=CC=C1